(2R,4S)-tert-butyl 4-(4-amino-3-((1,2-dimethyl-1H-benzo[d]imidazol-5-yl)ethynyl)-1H-pyrazolo[4,3-c]pyridin-1-yl)-2-(methoxymethyl)pyrrolidine-1-carboxylate NC1=NC=CC2=C1C(=NN2[C@H]2C[C@@H](N(C2)C(=O)OC(C)(C)C)COC)C#CC2=CC1=C(N(C(=N1)C)C)C=C2